FC=1C=2N(C=CC1C1CCN(CC1)C1CCN(CC1)CC(C)C)C=C(N2)C2=CC=C(C=C2)S(=O)(=O)C 8-fluoro-7-(1'-isobutyl-[1,4'-bipiperidin]-4-yl)-2-(4-(methylsulfonyl)phenyl)imidazo[1,2-a]pyridine